(±)-tert-butyl (1S,2R,3R,5R)-3-((3-(4-bromo-2-methoxyphenyl)-1,2,4-triazin-6-yl)amino)-2-fluoro-8-azabicyclo[3.2.1]octane-8-carboxylate BrC1=CC(=C(C=C1)C=1N=NC(=CN1)N[C@H]1[C@H]([C@@H]2CC[C@H](C1)N2C(=O)OC(C)(C)C)F)OC |r|